C(C)C1=CC(=C(C=C1)C=C(S(=O)C)SC)OC (2-(4-ethyl-2-methoxyphenyl)-1-(methylsulfinyl)vinyl)(methyl)sulfane